C(=CC1=CC=CC=C1)C=1C(=C(C(=CC1)C=1C(=CC=CC1)S(=O)(=O)O)S(=O)(=O)O)C=CC1=CC=CC=C1 distyrylbiphenyl-2,2'-disulfonic acid